2,2-difluoro-N-((1r,2r)-1-(8-fluoro-2,3-dihydrobenzo[b][1,4]dioxin-6-yl)-1-hydroxy-3-(pyrrolidin-1-yl)propan-2-yl)-4-(6-fluoronaphthalen-2-yl)butanamide FC(C(=O)N[C@@H]([C@H](O)C1=CC2=C(OCCO2)C(=C1)F)CN1CCCC1)(CCC1=CC2=CC=C(C=C2C=C1)F)F